C(CCC)(=O)NS(=O)(=O)N(C(=O)C=1OC=CC1)C1CC2(C1)CC(C2)C=2OC1=C(N2)C=C(C=C1)Cl N-(butanoylsulfamoyl)-N-[6-(5-chloro-1,3-benzoxazol-2-yl)spiro[3.3]heptan-2-yl]furan-2-carboxamide